butyl 5-(1H-indol-3-yl)-3,6-dihydropyridine-1(2H)-carboxylate N1C=C(C2=CC=CC=C12)C1=CCCN(C1)C(=O)OCCCC